methyl (4-(((3R,4R)-1-(2-cyanoacetyl)-4-methyl piperidin-3-yl) (methyl) amino)-7H-pyrrolo[2,3-d]pyrimidine-7-carbonothioyl)-L-lysinate C(#N)CC(=O)N1C[C@@H]([C@@H](CC1)C)N(C=1C2=C(N=CN1)N(C=C2)C(=S)N[C@@H](CCCCN)C(=O)OC)C